FS(=O)(=O)C1=CC=C(C(=O)O[C@H]2C(C=C3C(C(C4(C(=C23)C)CC4)(C)O)=O)(C)C)C=C1 (3'S)-6'-hydroxy-2',2',4',6'-tetramethyl-7'-oxo-2',3',6',7'-tetrahydrospiro[cyclopropane-1,5'-inden]-3'-yl 4-(fluorosulfonyl)benzoate